5-((4-(3-(6,7-dimethoxy-3,4-dihydroisoquinolin-2(1H)-yl)-3-oxoprop-1-en-1-yl)phenoxy)methyl)-N-hydroxyfuran-2-carboxamide COC=1C=C2CCN(CC2=CC1OC)C(C=CC1=CC=C(OCC2=CC=C(O2)C(=O)NO)C=C1)=O